FC(OC1=C(C=C(C=C1)S(NC)(=O)=O)C1=NN(C=C1NC(=O)C=1C=NN2C1N=CC=C2)C)F N-[3-[2-(difluoromethoxy)-5-(methylsulfamoyl)phenyl]-1-methyl-1H-pyrazol-4-yl]pyrazolo[1,5-a]pyrimidine-3-carboxamide